NC1=NC(N(C2=CC(=CC(=C12)F)C(F)(F)F)C=1C(=NC=CC1)C)=O 4-amino-5-fluoro-1-(2-methylpyridin-3-yl)-7-(trifluoromethyl)quinazolin-2(1H)-one